N-(2-carbamoylpyridin-4-yl)-2-(4,4-difluoroazepan-1-yl)-7-fluoroquinoline-3-carboxamide C(N)(=O)C1=NC=CC(=C1)NC(=O)C=1C(=NC2=CC(=CC=C2C1)F)N1CCC(CCC1)(F)F